tributyl-hexylammonium ethyl-(S)-3-(3-(4-hydroxy-1-methyl-2-oxo-1,2-dihydropyridin-3-yl)ureido)-3-(5-(3-(trifluoromethoxy)phenyl)thiophen-2-yl)propanoate C(C)OC(C[C@@H](C=1SC(=CC1)C1=CC(=CC=C1)OC(F)(F)F)NC(=O)NC=1C(N(C=CC1O)C)=O)=O.C(CCC)[N+](CCCCCC)(CCCC)CCCC